4,5-difluoro-2-(hydroxy(phenyl)methyl)phenol FC1=CC(=C(C=C1F)O)C(C1=CC=CC=C1)O